hydrofluoric acid potassium salt [K].F